COC1=CC=C(O1)C(=O)OC Methyl 5-methoxy-2-furoate